CCCCCC (2S,3R,4R,5R)-Hexane